(R)-2-(5-(4-(trifluoromethyl)phenoxy)-2-naphthamido)propyl L-phenylalaninate N[C@@H](CC1=CC=CC=C1)C(=O)OC[C@@H](C)NC(=O)C1=CC2=CC=CC(=C2C=C1)OC1=CC=C(C=C1)C(F)(F)F